[Co].NC1=CC=C(C=C1)C=1C2=CC=C(N2)C(=C2C=CC(C(=C3C=CC(=C(C=4C=CC1N4)C4=CC=C(C=C4)N)N3)C3=CC=C(C=C3)N)=N2)C2=CC=C(C=C2)N 5,10,15,20-tetrakis(4-aminophenyl)porphyrin cobalt